C12(CC3CC(CC(C1)C3)C2)C2=C(C(=CC(=C2)C)C(C(C)C)C2C3=CC(=CC=C3C3C=CC(=CC23)C(C)(C)C)C(C)(C)C)O 2-(1-adamantyl)-4-methyl-6-[1-(2,7-di-tert-butyl-9,9a-dihydro-4aH-fluoren-9-yl)-2-methylpropan-1-yl]phenol